ClC1=NC=2CN3[C@@H](CN(C[C@@H]3C2C=C1)C1=C2C=CC=NC2=C(C=C1)C#N)C 5-[(2S,6R)-11-chloro-6-methyl-4,7,10-triazatricyclo[7.4.0.02,7]trideca-1(9),10,12-trien-4-yl]quinoline-8-carbonitrile